C(C)(C)(C)[S@](=O)N=CC1CCN(CC1)C(=O)OC(C)(C)C (S)-tert-butyl 4-(((tert-butylsulfinyl)imino)methyl)piperidine-1-carboxylate